(5-amino-2-((3,6-dimethylpyridin-2-yl)methoxy)-8-(2,6-dimethylpyridin-4-yl)-[1,2,4]triazolo[1,5-c]pyrimidin-7-yl)benzonitrile NC1=NC(=C(C=2N1N=C(N2)OCC2=NC(=CC=C2C)C)C2=CC(=NC(=C2)C)C)C2=C(C#N)C=CC=C2